CC1=CC(=NC=C1N1CCNCC1)C1C(NC(CC1)=O)=O 3-(4-methyl-5-(piperazin-1-yl)pyridin-2-yl)piperidine-2,6-dione